NC(CCC=1C=CC(=C(C(=O)NC2(CC2)C2=CC=CC3=CC=CC=C23)C1)C)=O 5-(3-Amino-3-oxopropyl)-2-methyl-N-(1-(naphthalen-1-yl)cyclopropyl)benzamide